2-(1-(5-(trifluoromethyl)pyrimidin-2-yl)piperidin-4-yl)propanoic Acid FC(C=1C=NC(=NC1)N1CCC(CC1)C(C(=O)O)C)(F)F